FC1=CC=C(C2=CC=CC=C12)C=C 4-fluoro-1-vinylnaphthalene